Cl.CO[C@@H]1CNCC[C@H]1OC1=CC(=CC=C1)C(F)(F)F |r| (±)-Trans-3-methoxy-4-(3-(trifluoromethyl)phenoxy)piperidine hydrochloride